COC1=C(C=C(C=C1)C1CC2(C1)CCNCC2)C(F)(F)F 2-[4-Methoxy-3-(trifluoromethyl)phenyl]-7-azaspiro[3.5]nonane